1,3,3,5,7-Pentamethyl-5-(5-methylthiophen-2-yl)octahydrobenzo[c]isoxazol CN1OC(C2C1C(CC(C2)(C=2SC(=CC2)C)C)C)(C)C